N-((S)-1-(2-((R)-2-chloro-2-fluoroacetyl)-2-(((R)-2-oxopyrrolidin-3-yl)methyl)hydrazinyl)-1-oxo-3-phenylpropan-2-yl)-4-fluoro-1H-indole-2-carboxamide Cl[C@H](C(=O)N(NC([C@H](CC1=CC=CC=C1)NC(=O)C=1NC2=CC=CC(=C2C1)F)=O)C[C@@H]1C(NCC1)=O)F